BrC1=NN(C=C1)C1=CC(=C(C(=N1)NCC1=C(C=C(C=C1)OC)OC)[N+](=O)[O-])N1CCOCC1 6-(3-bromo-1H-pyrazol-1-yl)-N-(2,4-dimethoxybenzyl)-4-morpholino-3-nitropyridin-2-amine